(5-chloro-2-ethoxy-4-fluoro-3-iodophenyl)-2-methyl-1,3-dioxolane ClC=1C(=C(C(=C(C1)C1(OCCO1)C)OCC)I)F